N-((2S,3S)-2-((2-(3,5-difluorophenyl)-1,3-thiazol-4-yl)methyl)pyrrolidin-3-yl)methanesulfonamide dihydrochloride Cl.Cl.FC=1C=C(C=C(C1)F)C=1SC=C(N1)C[C@@H]1NCC[C@@H]1NS(=O)(=O)C